NC1CCC2=C(N(C1=O)C)C=NN2C 6-amino-1,4-dimethyl-7,8-dihydropyrazolo[4,3-b]azepin-5(1H,4H,6H)-one